2-{trans-3-[5-(2-aminopropan-2-yl)-3-methylpyrazin-2-yl]cyclobutyl}-7,9-difluoro[1,2,4]triazolo[1,5-c]quinazolin-5-amine NC(C)(C)C=1N=C(C(=NC1)[C@@H]1C[C@H](C1)C1=NN2C(=NC=3C(=CC(=CC3C2=N1)F)F)N)C